BrC=1C=C(C=CC1)COC1=CC=CC(=N1)C1=CC(=C(C=C1F)CC=1N(C2=C(N1)C=CC(=C2)C(=O)OC(C)(C)C)CCOC)F tert-butyl 2-[[4-[6-[(3-bromophenyl)methoxy]-2-pyridyl]-2,5-difluoro-phenyl]methyl]-3-(2-methoxyethyl)benzimidazole-5-carboxylate